7-undecenal C(CCCCCC=CCCC)=O